N12CC(C(CC1)CC2)OC(NC(C)(C)C2=CC=C(C=C2)C2=CC1=C(N=CS1)C=C2)=O {2-[4-(1,3-benzothiazol-6-yl)phenyl]propan-2-yl}carbamic acid 1-azabicyclo[2.2.2]oct-3-yl ester